C(C)C1N(C2=CC=C(C=C2CC1)CC)S(=O)(=O)C1=CC(=C(C=C1)OCC1CCOCC1)C(F)(F)F 2,6-diethyl-1-((4-((tetrahydro-2H-pyran-4-yl)methoxy)-3-trifluoromethylphenyl)sulfonyl)-1,2,3,4-tetrahydroquinoline